carbon chromium-iron-silicon [Si].[Fe].[Cr].[C]